(2R)-3-(2-amino-4-cyano-phenyl)thio-2-(tert-butoxycarbonylamino)propionic acid NC1=C(C=CC(=C1)C#N)SC[C@@H](C(=O)O)NC(=O)OC(C)(C)C